FC(C1=CC=C(C=C1)/C=C/C[C@@H]1CN(CC1)C(C=C)=O)(F)F (S,E)-1-(3-(3-(4-(trifluoromethyl)phenyl)allyl)pyrrolidin-1-yl)prop-2-en-1-one